(1R,2S,5S)-N-((S)-1-Cyano-2-((S)-2-oxopyrrolidin-3-yl)ethyl)-3-((S)-3,3-dimethyl-2-(methylsulfonamido)butanoyl)-6,6-dimethyl-3-azabicyclo[3.1.0]hexane-2-carboxamide C(#N)[C@H](C[C@H]1C(NCC1)=O)NC(=O)[C@@H]1[C@H]2C([C@H]2CN1C([C@H](C(C)(C)C)NS(=O)(=O)C)=O)(C)C